N-(6-aminobenzo[d]thiazol-2-yl)-2-(trifluoromethyl)thiazole-5-carboxamide NC1=CC2=C(N=C(S2)NC(=O)C2=CN=C(S2)C(F)(F)F)C=C1